N1C=C(C2=NC=CC=C21)CC2C(N(C(S2)=S)CC)=O (Z)-5-((1H-pyrrolo[3,2-b]pyridin-3-yl)methyl)-3-ethyl-2-thioxothiazolidin-4-one